FC1=CC=C(O[C@@H]2C=C[C@@H](C2)N2C=CC3=C2N=CN=C3C)C=C1 7-((1R,4S)-4-(4-fluorophenoxy)cyclopent-2-en-1-yl)-4-methyl-7H-pyrrolo[2,3-d]pyrimidine